2-((2R,4S)-2-(1-cyclopropyl-1H-pyrazol-4-yl)tetrahydro-2H-pyran-4-yl)-6-(3-(trifluoromethyl)bicyclo[1.1.1]pentan-1-yl)pyrimidine-4,5-diamine C1(CC1)N1N=CC(=C1)[C@@H]1OCC[C@@H](C1)C1=NC(=C(C(=N1)N)N)C12CC(C1)(C2)C(F)(F)F